N(CCO)(CCO)CCO.C(CCCCCCCCCCC)(=O)N([C@@H](C)C(=O)O)C N-lauroyl-N-methylalanine triethanolamine salt